N-[1-(3-cyanopyridin-2-yl)-1H-pyrazol-3-yl]-2-(trifluoromethyl)benzamide C(#N)C=1C(=NC=CC1)N1N=C(C=C1)NC(C1=C(C=CC=C1)C(F)(F)F)=O